C1(CC1)C1=C(C(=NO1)C1=C(C=CC=C1)C(F)(F)F)CO (5-cyclopropyl-3-(2-(trifluoromethyl)phenyl)isoxazol-4-yl)methanol